N-(5-(((2S,4R)-4-((7-fluoroquinolin-4-yl)oxy)-2-methylpyrrolidin-1-yl)methyl)thiazol-2-yl)acetamide FC1=CC=C2C(=CC=NC2=C1)O[C@@H]1C[C@@H](N(C1)CC1=CN=C(S1)NC(C)=O)C